(S)-N-(8,9-difluoro-6-oxo-1,2,3,4,5,6-hexahydrophenanthridin-1-yl)-5-fluoro-N-methyl-1H-indole-2-carboxamide FC=1C=C2C(NC=3CCC[C@@H](C3C2=CC1F)N(C(=O)C=1NC2=CC=C(C=C2C1)F)C)=O